NC=1C2=C(N=CN1)N(C=C2C2=C(C=C(C=C2)NC(C(C=2C=C(C=CC2)C)O)=O)C)C N-(4-(4-amino-7-methyl-7H-pyrrolo[2,3-d]pyrimidin-5-yl)-3-methylphenyl)-2-hydroxy-2-(m-tolyl)acetamide